N1=NC=C2N1C=C(C=C2)C=O triazolo[1,5-a]pyridine-6-carbaldehyde